CC(CN1N=CC(=C1)B1OC(C(O1)(C)C)(C)C)(C)C 1-(2,2-dimethylpropyl)-4-(4,4,5,5-tetramethyl-1,3,2-dioxaborolan-2-yl)-1H-pyrazole